O=C1N[C@H]2[C@@H](N1)CSC2CCCCC(=O)NN 5-((3aS,6aR)-2-oxohexahydro-1H-thieno[3,4-d]imidazol-4-yl)pentanehydrazide